6,8-dichloro-7-(4-(3-methyloxetan-3-yl)piperazin-1-yl)-N-(1-(2,2,2-trifluoroethyl)-1H-pyrazol-4-yl)quinazolin-2-amine ClC=1C=C2C=NC(=NC2=C(C1N1CCN(CC1)C1(COC1)C)Cl)NC=1C=NN(C1)CC(F)(F)F